(R)-N-t-butoxycarbonyl-3-tetrahydropyrrolacetic acid C(C)(C)(C)OC(=O)N1C[C@H](CC1)CC(=O)O